C(=C)C1CC1 2-VINYLCYCLOPROPANE